COC(C1=CC(=NC=C1)C=1OC=C(N1)C)=O 2-(4-Methyloxazol-2-yl)isonicotinic acid methyl ester